C(N)(=O)C=1C(=NC(=C(N1)C)NC1CCOCC1)NC=1C=C(OCCCNC(OC(C)(C)C)=O)C=CC1 tert-butyl (3-(3-((3-carbamoyl-5-methyl-6-((tetrahydro-2H-pyran-4-yl)amino)pyrazin-2-yl)amino)phenoxy)propyl)carbamate